ethyl 6-bromo-4-chloro-7-fluoro-1-methyl-2-oxo-quinoline-3-carboxylate BrC=1C=C2C(=C(C(N(C2=CC1F)C)=O)C(=O)OCC)Cl